C(C)C1=CC2=C(C3=CC=C(C=C3C=C2C=C1)CC)OC(=O)CCC(=O)O 2,6-diethyl-9-(2-carboxyethyl)carbonyloxyanthracene